(S)-3-[6-(Difluoromethyl)-3-methyl-1H-pyrazolo[3,4-b]pyridin-4-yl]-2-(4-fluorophenyl)-6-(trifluoromethyl)-6,7-dihydro-4H-pyrazolo[5,1-c][1,4]oxazine FC(C1=CC(=C2C(=N1)NN=C2C)C=2C(=NN1C2CO[C@@H](C1)C(F)(F)F)C1=CC=C(C=C1)F)F